trans-(7-Ethyl-2-(methylsulfonyl)-8-oxo-7,8-dihydro-9H-purin-9-yl)cyclobutane-1-carbonitrile C(C)N1C(N(C2=NC(=NC=C12)S(=O)(=O)C)C1(CCC1)C#N)=O